CC(C(=O)SCCNC(CCNC([C@@H](C(COP(OP(OC[C@@H]1[C@H]([C@H]([C@@H](O1)N1C=NC=2C(N)=NC=NC12)O)OP(=O)(O)O)(=O)O)(=O)O)(C)C)O)=O)=O)CCC(=O)O 2-methylglutaryl-coA